3,4-dibromoindole BrC1=CNC2=CC=CC(=C12)Br